tert-butyl 2-(cyanomethyl)-4-[7-(1-isoquinolyl)-2-[[(2S)-1-methylpyrrolidin-2-yl]methoxy]-6,8-dihydro-5H-pyrido[3,4-d]pyrimidin-4-yl]piperazine-1-carboxylate C(#N)CC1N(CCN(C1)C=1C2=C(N=C(N1)OC[C@H]1N(CCC1)C)CN(CC2)C2=NC=CC1=CC=CC=C21)C(=O)OC(C)(C)C